(2S,3R)-3-((2-amino-6-methylpyridin-4-yl)methyl)-N2-(1-methyl-1H-imidazol-2-yl)-N1-((R)-1-(4-methylphenyl)propyl)-N2-methyl-4-oxoazetidine-1,2-dicarboxamide NC1=NC(=CC(=C1)C[C@@H]1[C@H](N(C1=O)C(=O)N[C@H](CC)C1=CC=C(C=C1)C)C(=O)N(C)C=1N(C=CN1)C)C